3-(5-cyclopropyl-4-(pyrimidin-2-yl)isoxazol-3-yl)-1-isopropyl-1H-pyrazolo[4,3-c]pyridin-4-amine C1(CC1)C1=C(C(=NO1)C1=NN(C2=C1C(=NC=C2)N)C(C)C)C2=NC=CC=N2